2-(1-ethenyl)-1,3-dioxolane C(=C)C1OCCO1